3-(3-oxo-3-(4-(3-(trifluoromethyl)phenyl)piperazin-1-yl)propyl)benzo[4,5]thieno[3,2-d]pyrimidin-4(3H)-one O=C(CCN1C=NC2=C(C1=O)SC1=C2C=CC=C1)N1CCN(CC1)C1=CC(=CC=C1)C(F)(F)F